COC=1C=C2C(=CC=NC2=CC1OC)NC1=CC=C(C=C1)NC(=O)NC1=C(C=CC=C1)I 1-(4-((6,7-dimethoxyquinolin-4-yl)amino)phenyl)-3-(2-iodophenyl)urea